(R)-N-((S)-2-amino-3-(1H-indazol-5-yl)propyl)-3-(pyridin-3-yl)-3-(1-(trifluoromethyl)cyclopropyl)propenamide dihydrochloride salt Cl.Cl.N[C@H](CNC(C=C(C1(CC1)C(F)(F)F)C=1C=NC=CC1)=O)CC=1C=C2C=NNC2=CC1